(4S)-2-{[(2S)-1,4-dioxan-2-yl]methyl}-4-methyl-N-[(pyrimidin-2-yl)methyl]-8-(trifluoromethyl)-4,5-dihydro-2H-furo[2,3-g]indazole-7-carboxamide O1[C@H](COCC1)CN1N=C2C3=C(C[C@@H](C2=C1)C)OC(=C3C(F)(F)F)C(=O)NCC3=NC=CC=N3